O.C(CC)(O)O propanediol, hydrate